CC(CCCCCC)[K] 2-octyl-potassium